carbon oxide magnesium [Mg].[C]=O